C(C1=CC=CC=C1)C(C(=O)O)=CC1=CC=CC=C1 benzyl-cinnamic acid